ClC1=C(C=CC=C1)C1CC(OC=2CC(CC(C12)=O)(C)C)=O 4-(2-chlorophenyl)-7,7-dimethyl-4,6,7,8-tetrahydro-2H-chromene-2,5(3H)-dione